O1CCC2=C1C=C(C=C2)NC(=O)C=2C=CC1=C(C=3N(CCO1)C=NC3)C2 N-(2,3-Dihydrobenzofuran-6-yl)-5,6-dihydrobenzo[f]imidazo[1,5-d][1,4]oxazepine-10-carboxamide